FC1=C(C(N)=N)C=C(C=C1)OC=1C(=C2C=CNC2=CC1F)CC1CNC(O1)=O 2-fluoro-5-((6-fluoro-4-((2-oxooxazolidin-5-yl)methyl)-1H-indol-5-yl)oxy)benzimidamide